C(C)(C)(C)OC(=O)NC1=CC=C(C=C1)C1=CC(=CC(=C1)N1N=NC(=C1)C1=CC=C(C=C1)C(F)(F)F)C(=O)O 4'-((tert-Butoxycarbonyl)amino)-5-(4-(4-(trifluoromethyl)phenyl)-1H-1,2,3-triazol-1-yl)-[1,1'-biphenyl]-3-carboxylic acid